C(C)(C)C1=C(NC2=CC=C(C=C12)CC1CN(C1)C(C)C)C=1C=C(C=2N(C1)N=CN2)OC 6-(3-Isopropyl-5-((1-isopropylazetidin-3-yl)methyl)-1H-indol-2-yl)-8-methoxy-[1,2,4]triazolo[1,5-a]pyridin